4-hydroxy-benzenesulfonamide OC1=CC=C(C=C1)S(=O)(=O)N